OC1=C(N)C=C(C=C1C)C 2-hydroxy-3,5-dimethylaniline